Cl.C(C)(C)(C)NC(=O)C1CCN(CC1)C1C[C@H]2CC[C@@H](C1)N2C2=NC(=NO2)C(F)(F)F N-tert-butyl-1-{(1r,3r,5s)-8-[3-(trifluoromethyl)-1,2,4-oxadiazol-5-yl]-8-azabicyclo[3.2.1]oct-3-yl}piperidine-4-carboxamide monohydrochloride